C(C)(C)(C)OC(=O)N1CCC(CC1)C1=CC=CC(=N1)OCC1=C(C=C(C(=O)O)C=C1)F 4-(((6-(1-(tert-butoxycarbonyl)piperidin-4-yl)pyridin-2-yl)oxy)-methyl)-3-fluorobenzoic acid